3-(2-(tert-butyldimethylsilyloxy)ethoxy)-3-methylpyrrolidine-1-carboxylic acid tert-butyl ester C(C)(C)(C)OC(=O)N1CC(CC1)(C)OCCO[Si](C)(C)C(C)(C)C